ClC1=C(C=C(C=C1)N1C([C@H](N(C(C1)=O)CC1=CC=C(C=C1)C(F)(F)F)C1COC1)=O)F (R)-1-(4-chloro-3-fluoro-phenyl)-3-(oxetan-3-yl)-4-(4-(trifluoromethyl)-benzyl)piperazine-2,5-dione